BrC=1C=C2COCCN2C1 7-Bromo-3,4-dihydro-1H-pyrrolo[2,1-c][1,4]oxazine